OC(COC=1C=C(C=2N(C1)N=CC2C#N)C=2C=NC(=CC2)N2CCS(CC2)=NC=2C=NC(=CC2)OC)(C)C 6-(2-hydroxy-2-methylpropyloxy)-4-(6-(1-((6-methoxypyridin-3-yl)imino)-1-thiomorpholino)pyridin-3-yl)pyrazolo[1,5-a]Pyridine-3-carbonitrile